OC1=CC=C(C=C1)C(C)(C)C1=CC=C(C=C1)O 2,2-bis(p-hydroxyphenyl)propane